OC=1C=C(C(C(=O)OC)=CC1)C(=O)OC 1,2-dimethyl 4-hydroxyphthalate